7-(4-(4-(benzo[b]thiophen-4-yl)piperazin-1-yl)butoxy)-N-methyl-2-oxo-N-tetradecylquinoline-1(2H)-carboxamide S1C2=C(C=C1)C(=CC=C2)N2CCN(CC2)CCCCOC2=CC=C1C=CC(N(C1=C2)C(=O)N(CCCCCCCCCCCCCC)C)=O